rhodium(III) methanesulfonate CS(=O)(=O)[O-].[Rh+3].CS(=O)(=O)[O-].CS(=O)(=O)[O-]